4-Formylbenzamido-undecanol C(=O)C1=CC=C(C(=O)NC(CCCCCCCCCC)O)C=C1